ClC1=C(C=CC(=C1)NC=1C=2N(C=CN1)C(=CN2)C2=C(C(=C(C=C2)OC)F)F)S 2-chloro-4-((3-(2,3-difluoro-4-methoxyphenyl)imidazo[1,2-a]pyrazin-8-yl)amino)benzenethiol